C(C)(C)C1=CC(=CC(=N1)N1N=CC=2C(=NC(=CC21)C=2C=NN(C2)C)C)N2[C@@H]([C@H](C2)CS(=O)(=O)C)C 1-(6-Isopropyl-4-((2R,3S)-2-methyl-3-((methylsulfonyl)methyl)azetidin-1-yl)pyridin-2-yl)-4-methyl-6-(1-methyl-1H-pyrazol-4-yl)-1H-pyrazolo[4,3-c]pyridine